CN1C(=NC2=C(C=C(C=C2C1=O)C)C=N[S@](=O)C(C)(C)C)C1CCOCC1 (R)-N-((3,6-dimethyl-4-oxo-2-(tetrahydro-2H-pyran-4-yl)-3,4-dihydroquinazolin-8-yl)methylene)-2-methylpropane-2-sulfinamide